(3-(dimethylamino)propyl)butane-1-sulfonamide CN(CCCC(CCC)S(=O)(=O)N)C